1,2,3-trifluoro-4-(trifluoromethyl)cyclobutane Methyl-4-[(1S)-1-[[4-[2-[3-(trifluoromethyl)phenoxy]ethylamino]tetrahydropyran-4-carbonyl]amino]ethyl]benzoate COC(C1=CC=C(C=C1)[C@H](C)NC(=O)C1(CCOCC1)NCCOC1=CC(=CC=C1)C(F)(F)F)=O.FC1C(C(C1C(F)(F)F)F)F